1,2-dibromoethylene carbonate C1(OC(C(Br)O1)Br)=O